BrC1=CC(=C(C(=C1)[N+](=O)[O-])N[C@H]1CN(CCC1)C(=O)C1=CC(NC(=C1)C)=O)C(=O)N1CCOCC1 (R)-4-(3-((4-bromo-2-(morpholin-4-carbonyl)-6-nitrophenyl)amino)piperidin-1-carbonyl)-6-methylpyridin-2(1H)-one